(trifluoromethylsulfonyloxy)phenylacetonitrile FC(S(=O)(=O)OC(C#N)C1=CC=CC=C1)(F)F